1-Methyl-4-(4-(3-(methylamino)-1-(thiophen-2-yl)propoxy)benzyl)-1,2,3,4-tetrahydro-5H-pyrido[2,3-e][1,4]diazepin-5-one CN1CCN(C(C2=C1N=CC=C2)=O)CC2=CC=C(C=C2)OC(CCNC)C=2SC=CC2